NC1=CC=C(C=N1)N(C(CN(S(=O)(=O)C1=C(C(=C(C(=C1F)F)F)F)F)CC1=CC=C(C=C1)Cl)=O)CC1=CC(=CC(=C1)C1CC1)C(C)(C)C N-(6-aminopyridin-3-yl)-N-(3-(tert-butyl)-5-cyclopropylbenzyl)-2-(N-(4-chlorobenzyl)-(2,3,4,5,6-pentafluorophenyl)sulfonamido)acetamide